(4S)-2-Methyl-N-[(1S)-1-(2-amino-2-oxo-ethyl)prop-2-ynyl]-5-[1-[4-(trifluoro-methoxy)-phenyl]cyclopropanecarbonyl]-4,6-dihydropyrrolo[3,4-c]pyrazole-4-carboxamide CN1N=C2C(=C1)[C@H](N(C2)C(=O)C2(CC2)C2=CC=C(C=C2)OC(F)(F)F)C(=O)N[C@H](C#C)CC(=O)N